butyl N-[[1-[4-[[3-(2,5-difluoro-4-methoxy-phenyl)imidazo[1,2-a]pyrazin-8-yl]amino]-2-methyl-benzoyl]-4-piperidyl]methyl]carbamate FC1=C(C=C(C(=C1)OC)F)C1=CN=C2N1C=CN=C2NC2=CC(=C(C(=O)N1CCC(CC1)CNC(OCCCC)=O)C=C2)C